N-((1-benzylpiperidin-4-yl)methyl)-3,3-dimethyl-2,3-dihydro-1H-pyrrolo[3,2-b]pyridine-1-carboxamide C(C1=CC=CC=C1)N1CCC(CC1)CNC(=O)N1CC(C2=NC=CC=C21)(C)C